C(C)(C)OC1=C(C=CC=C1)C=1C=C2CC(C(C2=CC1)NC(O[C@@H]1CN2CCC1CC2)=O)(C)C (S)-quinuclidin-3-yl (5-(2-isopropoxyphenyl)-2,2-dimethyl-2,3-dihydro-1H-inden-1-yl)carbamat